ClC=1C=C(C=CC1Cl)C=1N(C(=CC(C1C(=O)OC(C)(C)C)=O)CN1N=CC(=C1)C(=O)OC)CC tert-butyl 2-(3,4-dichlorophenyl)-1-ethyl-6-[(4-methoxycarbonylpyrazol-1-yl) methyl]-4-oxo-pyridine-3-carboxylate